2-(3-chloro-4-fluoro-phenyl)oxirane ClC=1C=C(C=CC1F)C1OC1